(7-(benzyloxy)-4-chloroquinolin-3-yl)(2-isopropylphenyl)methanol tert-butyl-N-[(1r,4r)-4-[(1r,3r)-3-[(5-bromopyridin-2-yl)oxy]cyclobutoxy]cyclohexyl]carbamate C(C)(C)(C)N(C(=O)OC(C1=C(C=CC=C1)C(C)C)C=1C=NC2=CC(=CC=C2C1Cl)OCC1=CC=CC=C1)C1CCC(CC1)OC1CC(C1)OC1=NC=C(C=C1)Br